COC(=O)C1=CC(=NN1)C1=C(N(C2=CC=C(C=C12)OCC1=CC=CC=C1)C1=CC(=C(C=C1)F)C)C(C)C.CN(CCCNC(C(=C)C)=O)C N-[3-(dimethylamino)propyl]methacrylamide Methyl-3-[5-benzyloxy-1-(4-fluoro-3-methyl-phenyl)-2-isopropyl-indol-3-yl]-1H-pyrazole-5-carboxylate